N-[(4-cyanophenyl)carbamoyl]-3-(4-pyridinyl)-beta-alanine C(#N)C1=CC=C(C=C1)NC(=O)NC(CC(=O)O)C1=CC=NC=C1